CC1=C(C(=CC=C1)C)B(C=1C=C(C=CC1)B1OC(C(O1)(C)C)(C)C)C1=C(C=CC=C1C)C 2-(3-(bis(2,6-dimethylphenyl)boranyl)phenyl)-4,4,5,5-tetramethyl-1,3,2-dioxaborolane